C(C=C)(=O)N1CCN(CC1)C1=NC=NC2=CC(=CC=C12)C=1C=C(C(=NC1)OC)NS(=O)(=O)C1=C(C=C(C=C1)F)F N-(5-(4-(4-propenoylpiperazin-1-yl)quinazolin-7-yl)-2-methoxypyridin-3-yl)-2,4-difluorobenzenesulfonamide